O=C1N(CCCC1)CC(=O)OCCCCCCCCCCCCC tridecyl 2-(2-oxopiperidin-1-yl)acetate